CCCCCCCCCCCCCCCCCCC n-nonadecane